N-(3-(5-fluoro-1H-benzo[d]imidazol-2-yl)-1H-pyrazol-4-yl)-7H-pyrrolo[2,3-d]pyrimidin-4-amine FC1=CC2=C(NC(=N2)C2=NNC=C2NC=2C3=C(N=CN2)NC=C3)C=C1